C(C)(C)C1=C(OC=2C(=NC(=NC2)N)N)C=C(C(=C1)OC)N1N=CN=C1 5-(2-Isopropyl-4-methoxy-5-[1,2,4]triazol-1-yl-phenoxy)-pyrimidine-2,4-diamine